N-[5-ethylsulfonyl-6-[3-methyl-6-(trifluoromethyl)imidazo[4,5-c]pyridin-2-yl]-3-pyridinyl]-2-methoxy-N-methyl-acetamide C(C)S(=O)(=O)C=1C=C(C=NC1C1=NC2=C(C=NC(=C2)C(F)(F)F)N1C)N(C(COC)=O)C